tert-butylphenyl acrylate C(C=C)(=O)OC1=C(C=CC=C1)C(C)(C)C